CP(=O)(C)C1=CC=C(N=N1)NCC#CC=1C=C2C(=CC=CN2C1SC(F)(F)F)N[C@H]1[C@H](CN(CC1)C)F 2-(3-{[6-(dimethylphosphoryl)pyridazin-3-yl]amino}prop-1-yn-1-yl)-N-[(3S,4R)-3-fluoro-1-methylpiperidin-4-yl]-3-[(trifluoromethyl)sulfanyl]indolizin-8-amine